3,5,5-trimethylhexyl acrylate (3,5,5-trimethylhexyl acrylate) CC(CCC(C(=O)O)=C)CC(C)(C)C.C(C=C)(=O)OCCC(CC(C)(C)C)C